O=S1(CCCCC1)=O 1,1-dioxothian